FC1(CC1)COC1=NN(C=C1[N+](=O)[O-])COCC[Si](C)(C)C 3-((1-fluorocyclopropyl)methoxy)-4-nitro-1-((2-(trimethylsilyl)ethoxy)methyl)-1H-pyrazole